(S)-3-((2-amino-1,5-naphthyridin-4-yl)amino)hexan-1-ol NC1=NC2=CC=CN=C2C(=C1)N[C@H](CCO)CCC